6-fluoro-1-(2-((2-methoxy-6-morpholino-5-nitropyridin-3-yl)amino)pyrimidin-4-yl)-1H-indole-3-carbaldehyde FC1=CC=C2C(=CN(C2=C1)C1=NC(=NC=C1)NC=1C(=NC(=C(C1)[N+](=O)[O-])N1CCOCC1)OC)C=O